N1(CCCCCC1)CC1=CC=2C(=NC=CC2C=2C=C3C(=NNC3=CC2)N)N1 5-(2-(azepan-1-ylmethyl)-1H-pyrrolo[2,3-b]pyridine-4-yl)-1H-indazol-3-amine